COCCCCOC(CCS)=O methoxybutyl-β-mercaptopropionate